(S)-6-ethyl-3-((3-methoxy-5-(2-(3-methyl-2-(methylamino)butanamido)ethyl)phenyl)amino)-5-((tetrahydro-2H-pyran-4-yl)amino)pyrazine-2-carboxamide C(C)C1=C(N=C(C(=N1)C(=O)N)NC1=CC(=CC(=C1)CCNC([C@H](C(C)C)NC)=O)OC)NC1CCOCC1